O1C=CC2=C1C=CC(=C2)B2OC(C(O2)(C)C)(C)C 2-(benzofuran-5-yl)-4,4,5,5-tetramethyl-1,3,2-dioxaborolane